IC1=CC=C(S1)CNC=1C=2N=CN([C@H]3[C@H](O)[C@H](O)[C@@H](CO)O3)C2N=CN1 N6-[(5-iodothien-2-yl)methyl]adenosine